NC1=NC=2C(C=3N1N=C(N3)C=3OC=CC3)=CN(N2)C(C(=O)N2CCN(CC2)C2=CC=C(C=C2)OCCOC)C(C)C 2-(5-amino-2-(furan-2-yl)-8H-pyrazolo[4,3-e][1,2,4]triazolo[1,5-c]pyrimidin-8-yl)-1-(4-(4-(2-methoxyethoxy)phenyl)piperazin-1-yl)-3-methylbutan-1-one